2-Ethylsulfanyl-4-methyl-N-(4-methyl-pentyl)-6-morpholin-4-yl-pyridine-3-carboxylic acid amide C(C)SC1=NC(=CC(=C1C(=O)NCCCC(C)C)C)N1CCOCC1